BrC=1C(=C(C(=CC1)F)C[C@@H](C(=O)OC)NC(=O)OC(C)(C)C)OCC1=CC=C(C=C1)OC methyl (2S)-3-{3-bromo-6-fluoro-2-[(4-methoxyphenyl)methoxy]phenyl}-2-[(tert-butoxycarbonyl)amino]propanoate